CCCCCCCCC/C=C\CCCCCCCC(=O)O[C@H](COC(=O)CCCC/C=C\C/C=C\C/C=C\C/C=C\CC)COP(=O)(O)OC[C@H](CO)O 1-(6Z,9Z,12Z,15Z-octadecatetraenoyl)-2-(9Z-nonadecenoyl)-glycero-3-phospho-(1'-sn-glycerol)